C(C=C)(=O)OC(C)CCCCCCCCCCCCCCCCCC 2-acryloxyicosane